N-({5-bromo-2-[(3-{[(tertbutyldimethylsilyl)oxy]methyl}pyridin-2-yl)sulfanyl]-3-chlorophenyl}methyl)-2-methylpropane-2-sulfinamide BrC=1C=C(C(=C(C1)CNS(=O)C(C)(C)C)SC1=NC=CC=C1CO[Si](C)(C)C(C)(C)C)Cl